Cl.C1C2(C(C3=CC=CC=C13)N)CCCCC2 1',3'-dihydrospiro[cyclohexane-1,2'-indene]-3'-amine hydrochloride